NC1=C(C=NN1[C@@H](CO)C)S(=O)(=O)NC=1C=CC(=C2C(=CNC12)C#N)C 5-amino-N-(3-cyano-4-methyl-1H-indol-7-yl)-1-[(1R)-2-hydroxy-1-methylethyl]pyrazole-4-sulfonamide